3-{N-[3-(dimethylamino)propyl]undecane-1-sulfonylamino}dodecanoic acid CN(CCCCCCCCCCCCCCS(=O)(=O)NC(CC(=O)O)CCCCCCCCC)C